1-[2-(azetidin-1-yl)ethyl]-6-(m-tolyl)-3H-imidazo[4,5-b]pyridin-2-one N1(CCC1)CCN1C(NC2=NC=C(C=C21)C=2C=C(C=CC2)C)=O